C(C)(C)(C)C=1C=C(C=C(C1O)C(C)(C)C)CCC(=O)OC(CCCCC)OC(CCC1=CC(=C(C(=C1)C(C)(C)C)O)C(C)(C)C)=O hexanediol bis(3-(3,5-di-t-butyl-4-hydroxyphenyl) propionate)